2-(2-((7-(2-formylthiazol-4-yl)benzofuran-5-yl)methoxy)phenyl)acetic acid ethyl ester C(C)OC(CC1=C(C=CC=C1)OCC=1C=C(C2=C(C=CO2)C1)C=1N=C(SC1)C=O)=O